C(N)(=O)C1=CC=C(C=C1)N1C(N2C(CNCC2)=C1C(=O)N)=O 2-(4-carbamoylphenyl)-3-oxo-6,8-dihydro-5H-imidazo[1,5-a]pyrazine-1-carboxamide